ClC=1C=CC=C2C=C3C(=CC12)C=CC=C3 9-chlorobenzo[B]naphthalene